C(C)(C)(C)N1N=NC(=C1)C(=O)N[C@@H]1CCN(CC2=C1C=CC(=C2)C2=NC=NC(=N2)NC=2C=NN(C2)C)C2COC2 1-tert-butyl-N-[(5R)-8-[4-[(1-methylpyrazol-4-yl)amino]-1,3,5-triazin-2-yl]-2-(oxetan-3-yl)-1,3,4,5-tetrahydro-2-benzazepin-5-yl]triazole-4-carboxamide